N-[(6-Amino-2-pyridyl)sulfonyl]-6-(4-isopropoxypyrazol-1-yl)-2-[(4S)-2,2,4-trimethylpyrrolidin-1-yl]pyridin-3-carboxamid NC1=CC=CC(=N1)S(=O)(=O)NC(=O)C=1C(=NC(=CC1)N1N=CC(=C1)OC(C)C)N1C(C[C@@H](C1)C)(C)C